[(4S,5S)-7-ethyl-4-(4-fluorophenyl)-6-oxo-1-phenyl-5-[3-(trifluoromethyl) benzamido]-1H,4H,5H,6H,7H-pyrazolo[3,4-b]pyridin-3-yl]methyl acetate C(C)(=O)OCC1=NN(C=2N(C([C@H]([C@H](C21)C2=CC=C(C=C2)F)NC(C2=CC(=CC=C2)C(F)(F)F)=O)=O)CC)C2=CC=CC=C2